N(N)C(=O)OCC Ethyl hydrazinoformate